2-{4-[4-(6-Chloro-7-{[1-(thiophen-2-ylmethyl)piperidin-4-yl]amino}-3H-imidazo[4,5-b]pyridin-2-yl)phenyl]piperazin-1-yl}ethanol ClC=1C(=C2C(=NC1)NC(=N2)C2=CC=C(C=C2)N2CCN(CC2)CCO)NC2CCN(CC2)CC=2SC=CC2